3-phenyl-2-propene-1-amine C1(=CC=CC=C1)C=CCN